(2S)-4-(2-chloro-6-((7-chloro-1-(methoxycarbonyl)-5-methyl-1,2,3,4-tetrahydronaphthalen-1-yl)methyl)-5-nitropyrimidin-4-yl)-2-(cyanomethyl)piperazine-1-carboxylic acid tert-butyl ester C(C)(C)(C)OC(=O)N1[C@H](CN(CC1)C1=NC(=NC(=C1[N+](=O)[O-])CC1(CCCC2=C(C=C(C=C12)Cl)C)C(=O)OC)Cl)CC#N